OCC[N-]C=C N-hydroxyethyl-vinyl-amide